CC1(CCN(CC1)C(=O)OC(C)(C)C)C(=O)OC 1-(tert-butyl) 4-methyl 4-methylpiperidine-1,4-dicarboxylate